cyclohexane-1,4-dicarboxylic acid di(decyl) ester C(CCCCCCCCC)OC(=O)C1CCC(CC1)C(=O)OCCCCCCCCCC